6-cyano-1-(4-fluorophenyl)-5-methyl-2-oxo-1,2-dihydropyridine-3-carboxamide C(#N)C1=C(C=C(C(N1C1=CC=C(C=C1)F)=O)C(=O)N)C